BrC=1C=NN2C1N=C(N=C2NCC2=CC=C(C=C2)NC(CC)=O)N2C[C@H](CC2)O (S)-N-(4-(((8-Bromo-2-(3-hydroxypyrrolidin-1-yl)pyrazolo[1,5-a][1,3,5]triazin-4-yl)amino)methyl)phenyl)propanamide